Ethyl 1-(3-chlorobenzyl)-4-oxopiperidine-3-carboxylate ClC=1C=C(CN2CC(C(CC2)=O)C(=O)OCC)C=CC1